2-[6-amino-5-[3-(3-piperazin-1-ylphenoxy)azetidin-1-yl]pyridazin-3-yl]phenol NC1=C(C=C(N=N1)C1=C(C=CC=C1)O)N1CC(C1)OC1=CC(=CC=C1)N1CCNCC1